BrC=1C=C2C(=CN1)OC(=C2O)C(=O)OCC ethyl 5-bromo-3-hydroxyfuro[2,3-c]pyridine-2-carboxylate